C(C)(C)(C)OC(N[C@@H]1CC[C@H](CC1)N(C1=NC=C(C=C1)C=1C=NC(=NC1)OC)C(NCC1=CC=CC=C1)=O)=O (trans-4-((benzylcarbamoyl)(5-(2-methoxypyrimidin-5-yl)pyridin-2-yl)amino)cyclohexyl)carbamic acid tert-butyl ester